5-(3-ethoxypyridazin-4-yl)-N-[(6-fluoro-2-pyridinyl)methyl]-1-isopropyl-3-methyl-pyrazolo[4,3-b]pyridin-7-amine C(C)OC=1N=NC=CC1C1=CC(=C2C(=N1)C(=NN2C(C)C)C)NCC2=NC(=CC=C2)F